bicyclo[3.2.1]octane-8-one C12CCCC(CC1)C2=O